C(C=C)(=O)N1C[C@@H](N(CC1)C=1C2=C(N(C(N1)=O)C1=C(C=CC=C1C)C(C)C)CC(N(C2)C)C2=C(C=CC=C2O)F)C 4-((S)-4-propenoyl-2-methylpiperazin-1-yl)-7-(2-fluoro-6-hydroxyphenyl)-1-(2-isopropyl-6-methylphenyl)-6-methyl-5,6,7,8-tetrahydropyrido[4,3-d]pyrimidin-2(1H)-one